C(C)(C)(C)OC(NC1=NC(=CN=C1Br)N1CCC(CC1)(C)CNC(=O)OC(C)(C)C)=O (3-bromo-6-(4-(((tert-butoxycarbonyl)amino)methyl)-4-methylpiperidin-1-yl)pyrazin-2-yl)carbamic acid tert-butyl ester